(1-(3-chlorophenyl)cyclobutyl)(phenyl)methyl (1-((4-(cyclopropylamino)-3,4-dioxo-1-(2-oxopyrrolidin-3-yl)butan-2-yl)amino)-4-methyl-1-oxopentan-2-yl)carbamate C1(CC1)NC(C(C(CC1C(NCC1)=O)NC(C(CC(C)C)NC(OC(C1=CC=CC=C1)C1(CCC1)C1=CC(=CC=C1)Cl)=O)=O)=O)=O